tert-butyl (4S)-2,2-dimethyl-4-[3-[(6-sulfamoyl-2-pyridyl)-(2H-tetrazol-5-ylmethyl)amino]propyl]pyrrolidine-1-carboxylate CC1(N(C[C@H](C1)CCCN(CC=1N=NNN1)C1=NC(=CC=C1)S(N)(=O)=O)C(=O)OC(C)(C)C)C